FC1=C(C(=CC=C1)OC)C1=CC(=NC=C1C(=O)NC=1SC(=NN1)OCC1=NC=C(C=C1)[C@@H](C)OC)C 4-(2-fluoro-6-methoxyphenyl)-N-(5-((5-((R)-1-methoxyethyl)pyridin-2-yl)methoxy)-1,3,4-thiadiazol-2-yl)-6-methylnicotinamide